(S)-6-methoxy-6'-(4-(methoxycarbonyl)phenyl)-3',6'-dihydro-[2,4'-bipyridine]-1(2H)-carboxylic acid benzyl ester C(C1=CC=CC=C1)OC(=O)N1[C@@H](C=CC=C1OC)C=1CC=NC(C1)C1=CC=C(C=C1)C(=O)OC